2-{4-[(2,6-dioxopiperidin-3-yl)carbamoyl]-7-methoxy-2-methyl-1H-1,3-benzodiazol-1-yl}acetic acid hydrochloride Cl.O=C1NC(CCC1NC(=O)C1=CC=C(C=2N(C(=NC21)C)CC(=O)O)OC)=O